(2-fluoro-4-(hexyloxy)phenyl)boronic acid FC1=C(C=CC(=C1)OCCCCCC)B(O)O